BrC=1C(=C2C(=NC1)N=C(N2)C2=C(N(C(=C2)C)C2=CC(=CC=C2)OCCN2CCOCC2)C)N[C@@H]2CN(CC2)S(=O)(=O)CC (S)-6-bromo-2-(2,5-dimethyl-1-(3-(2-morpholinoethoxy)phenyl)-1H-pyrrol-3-yl)-N-(1-(ethylsulfonyl)pyrrolidin-3-yl)-1H-imidazo[4,5-b]pyridin-7-amine